C(C)(C)(C)NCC1(CCNCC1)O 4-[(tert-butylamino)methyl]piperidin-4-ol